FC=1C(=CC=2C3=C(NC(C2C1)=O)COC[C@H]3N(C(C3=CC=C(C=C3)C(C)(C)O)=O)C)F (S)-N-(8,9-Difluoro-6-oxo-1,4,5,6-tetrahydro-2H-pyrano[3,4-c]isoquinolin-1-yl)-4-(2-hydroxypropan-2-yl)-N-methylbenzamide